benzyl (2R)-2-[(4-tert-butylphenyl)-[2-(oxetan-3-ylmethylamino)-2-oxo-1-(3-pyridyl)ethyl]carbamoyl]pyrrolidine-1-carboxylate C(C)(C)(C)C1=CC=C(C=C1)N(C(=O)[C@@H]1N(CCC1)C(=O)OCC1=CC=CC=C1)C(C(=O)NCC1COC1)C=1C=NC=CC1